BrC1=CC=CC(=N1)CC(=O)O 2-(6-bromo-2-pyridyl)acetic acid